5-Benzyl-2-(4-phenylbut-3-en-2-yl)pyridine C(C1=CC=CC=C1)C=1C=CC(=NC1)C(C)C=CC1=CC=CC=C1